F[C@@H]1C[C@@]2(CCCN2C1)COC1=NC2=C(C(=CC=C2C(=N1)N1CC2CCC(C1)N2)Br)F 2-{[(2R,7aS)-2-fluoro-hexahydro-1H-pyrrolizin-7a-yl]methoxy}-7-bromo-4-{3,8-diazabicyclo[3.2.1]octan-3-yl}-8-fluoroquinazoline